2-(3-chloro-4-fluorophenyl)-3-cyclopentylpropionic acid methyl ester COC(C(CC1CCCC1)C1=CC(=C(C=C1)F)Cl)=O